6-(2-Chloro-6-methylphenyl)-2-((4-(4-methylpiperazin-1-yl)phenyl)amino)-8,9-dihydroimidazo[1,2-a]pyrimido[5,4-e]pyrimidin-5(6H)-one ClC1=C(C(=CC=C1)C)N1C=2N(C3=C(C1=O)C=NC(=N3)NC3=CC=C(C=C3)N3CCN(CC3)C)CCN2